OC1=C(C(=O)C2=C(C=C(C(=C2)S(=O)(=O)O)OC)O)C=C(C(=C1)OC)S(=O)(=O)O 2,2'-dihydroxy-4,4'-dimethoxy-5,5'-disulfobenzophenone